C(CCCCC)NC1=C(C=C(C=C1)[N+](=O)[O-])S(=O)(=O)N (hexylamino)-5-nitro-benzenesulfonamide